C1=CCCCC1 1-cyclohexene